2-(2-((5-Bromo-2-((5-methoxy-4-(4-methoxypiperidin-1-yl)-2-methylphenyl)amino)pyrimidine-4-yl)amino)-4-fluorophenyl)propan-2-ol BrC=1C(=NC(=NC1)NC1=C(C=C(C(=C1)OC)N1CCC(CC1)OC)C)NC1=C(C=CC(=C1)F)C(C)(C)O